N(=[N+]=[N-])CCOCCOCCOCCOCCOC1=CC=C(C2=CC=CC=C12)C1=CC=C(C=C1)CCC(=O)O 3-(4-(4-((14-azido-3,6,9,12-tetraoxatetradecyl)oxy)naphthalen-1-yl)phenyl)propanoic acid